O[C@H]1C[C@@H](OCC1)C(=O)OC(C)C |r| (±)-trans-isopropyl 4-hydroxytetrahydro-2H-pyran-2-carboxylate